(1s,4S)-4-hydroxy-4-(4-methyl-6-(5-methyl-1H-pyrazol-3-ylamino)pyridin-2-yl)cyclohexanecarboxylic acid OC1(CCC(CC1)C(=O)O)C1=NC(=CC(=C1)C)NC1=NNC(=C1)C